(cis)-ethyl 2-(4-(6-(2-chloro-3,4-difluorophenyl)-5-(ethoxycarbonyl)-2-(thiazol-2-yl)-3,6-dihydropyrimidin-4-yl)cyclohexyl)oxazole-5-carboxylate ClC1=C(C=CC(=C1F)F)C1C(=C(NC(=N1)C=1SC=CN1)[C@H]1CC[C@H](CC1)C=1OC(=CN1)C(=O)OCC)C(=O)OCC